Methyl 3-((tert-butoxycarbonyl)(methyl)amino)-2-(3-chloro-4-fluoro-2-methoxyphenyl)propionate C(C)(C)(C)OC(=O)N(CC(C(=O)OC)C1=C(C(=C(C=C1)F)Cl)OC)C